1-(4-(4-((4-([1,2,4]triazolo[1,5-a]pyridin-7-yloxy)-2-fluoro-5-methylphenyl)amino)pyrido[3,2-d]pyrimidin-6-yl)-2,2-dimethylpiperazin-1-yl)prop-2-en-1-one N=1C=NN2C1C=C(C=C2)OC2=CC(=C(C=C2C)NC=2C1=C(N=CN2)C=CC(=N1)N1CC(N(CC1)C(C=C)=O)(C)C)F